(3-amino-1-isopropyl-1H-pyrazol-4-yl)ethan-1-one NC1=NN(C=C1C(C)=O)C(C)C